2-Methylmalonic acid 1-(tert-butyl) ester C(C)(C)(C)OC(C(C(=O)O)C)=O